(S)-4-Chloro-N'-((1,2,3,5,6,7-hexahydrodicyclopenta[b,e]pyridin-8-yl)carbamoyl)-5-(2-hydroxypropan-2-yl)thiophene-2-sulfonimidamide ClC=1C=C(SC1C(C)(C)O)[S@](=O)(N)=NC(NC1=C2C(=NC3=C1CCC3)CCC2)=O